FC(C=O)(C)C 2-fluoro-2-methylpropan-1-on